ClC=1C(=CC(=C(C1)C1(CC=2C(=CN=CC2)N1C1=NC(=CC(=C1)C(F)(F)F)C)C(=O)N)F)F (5-chloro-2,4-difluoro-phenyl)-1-[6-methyl-4-(trifluoromethyl)-2-pyridyl]-2,3-dihydropyrrolo[2,3-c]pyridine-2-carboxamide